3-(4,4-difluorotetrahydrofuran-3-yl)-1-[(3-fluoro-4-pyridyl)methyl]-1-methyl-urea FC1(C(COC1)NC(N(C)CC1=C(C=NC=C1)F)=O)F